(S)-7-ethyl-7-hydroxyl-14-(3-hydroxylpropyl)-10,13-dihydro-11H-[1,3]dioxolo[4,5-g]pyrano[3',4':6,7]indolizino[1,2-b]quinolin-8,11(7H)-dione C(C)[C@]1(C(OCC=2C(N3CC=4C(=NC=5C=C6C(=CC5C4CCCO)OCO6)C3=CC21)=O)=O)O